C(C)OC(=O)C1=C(C(CC1)(F)F)O 3,3-Difluoro-2-hydroxycyclopent-1-ene-1-carboxylic acid ethyl ester